benzyl 4-(3-(bromomethyl)-2-oxopyridin-1(2H)-yl)piperidine-1-carboxylate BrCC=1C(N(C=CC1)C1CCN(CC1)C(=O)OCC1=CC=CC=C1)=O